ClC1=CC=C(C(=N1)C=1N=NN(N1)C([2H])([2H])[2H])NC(C)C=1C=C(C=C2C(N(C=3N(C12)C=NC3CN3CC(C3)(F)F)C)=O)C 9-(1-((6-Chloro-2-(2-(methyl-d3)-2H-tetrazol-5-yl)pyridin-3-yl)amino)ethyl)-3-((3,3-difluoroazetidin-1-yl)methyl)-4,7-dimethylimidazo[1,5-a]quinazolin-5(4H)-one